3-tert-Butyl[1,2,4]oxadiazole-5-carboxylic acid [6-(4,4,5,5-tetramethyl-[1,3,2]dioxaborolan-2-yl)-1,2,3,4-tetrahydro-naphthalen-1-yl]-amide CC1(OB(OC1(C)C)C=1C=C2CCCC(C2=CC1)NC(=O)C1=NC(=NO1)C(C)(C)C)C